epoxybiimidazole N1=C2N=C(C1=C1C3=NC(=N1)O3)O2